1-(4-amino-3-nitrophenyl)ethanone NC1=C(C=C(C=C1)C(C)=O)[N+](=O)[O-]